NC=1SC(=C(C1C#N)C)C1=CC=CC=C1 2-amino-4-methyl-5-phenylthiophene-3-carbonitrile